C1=CC=CC=2C3=CC=CC=C3C(C12)NCCCCCC(=O)O 6-((9H-fluoren-9-yl)amino)hexanoic acid